[Si]([O-])([O-])([O-])[O-].[Al+3].[Si]([O-])([O-])([O-])[O-].[Si]([O-])([O-])([O-])[O-].[Al+3].[Al+3].[Al+3] Aluminium Silicate